9,10-bis(3,5-diphenyl-phenyl)anthracene C1(=CC=CC=C1)C=1C=C(C=C(C1)C1=CC=CC=C1)C=1C2=CC=CC=C2C(=C2C=CC=CC12)C1=CC(=CC(=C1)C1=CC=CC=C1)C1=CC=CC=C1